CN1N=C(C=C1C)CN1C(=NC2=NC=C(C=C21)C=2C=CN1N=CN=C(C12)OC)C 1-((1,5-dimethyl-1H-pyrazol-3-yl)methyl)-6-(4-methoxypyrrolo[2,1-f][1,2,4]triazin-5-yl)-2-methyl-1H-imidazo[4,5-b]pyridine